5-chloro-2-[[6-chloro-3-(1,4-dioxaspiro[4.5]dec-7-en-8-yl)-4-quinolinyl]amino]benzoic acid ClC=1C=CC(=C(C(=O)O)C1)NC1=C(C=NC2=CC=C(C=C12)Cl)C1=CCC2(OCCO2)CC1